S1N=NC(=C1)CC(=O)O (1,2,3-thiadiazol-4-yl)acetic acid